hexylethyl-bis-(2-methoxyethoxy)silane C(CCCCC)[Si](OCCOC)(OCCOC)CC